C(C)(C)(C)OC(=O)NC1(C[C@@H]2[C@@H](CN(C2)C(=O)OCC2=CC=CC=C2)C1)C benzyl (3ar,5s,6as)-5-((tert-butoxycarbonyl) amino)-5-methylhexahydrocyclopenta[c]pyrrole-2(1H)-carboxylate